diaminopyrrolo-quinazoline NC=1N=C(NC2=C3C(C=CC12)=NC=C3)N